NC1=NC=2C(=CC=CC2C=2N1C=C(N2)CC2=CC(=NC=C2)N2CCN(CC2)C(C)=O)OC 1-(4-(4-((5-amino-7-methoxyimidazo[1,2-c]quinazolin-2-yl)methyl)pyridin-2-yl)piperazin-1-yl)ethan-1-one